methyl-tri(methoxy)silane C[Si](OC)(OC)OC